6-(3,3-Difluorocyclobutyl)-3-(4,4,5,5-tetramethyl-1,3,2-dioxaborolan-2-yl)-2-[4-(trifluoromethyl)cyclohexyl]pyridine FC1(CC(C1)C1=CC=C(C(=N1)C1CCC(CC1)C(F)(F)F)B1OC(C(O1)(C)C)(C)C)F